1,5-diphenylpentane C1(=CC=CC=C1)CCCCCC1=CC=CC=C1